N=C(NC(NC1=C(C=C(C=N1)N(C(OC(C)(C)C)=O)C)C(F)(F)F)=S)C=1C=C2C(=CN1)N(CC2)C(C)C tert-Butyl (6-(3-(imino(1-isopropyl-2,3-dihydro-1H-pyrrolo[2,3-c]pyridin-5-yl)methyl)thioureido)-5-(trifluoromethyl)pyridin-3-yl)(methyl)carbamate